CC1=C(C=O)C(=CC(=C1)C)C 2,4,6-TRIMETHYLBENZALDEHYDE